[I-].C(C)(C)[P+](C1=CC=CC=C1)(C1=CC=CC=C1)C1=CC=CC=C1 i-propyl-triphenylphosphonium iodide